1,5-cyclooctadienyl-nickel (0) C1(=CCCC=CCC1)[Ni-]